C1CCCC1C(=O)[O-] 5-cyclopentanoate